N-([1,1'-biphenyl]-4-ylmethylene)aniline C1(=CC=C(C=C1)C=NC1=CC=CC=C1)C1=CC=CC=C1